9H-Carbazole-9-ethanamine C1=CC=CC=2C3=CC=CC=C3N(C12)CCN